(3R,6S)-6-methyl-1-(2-(4-(pyrimidin-2-yl)phenyl)acetyl)piperidine-3-carboxamide C[C@H]1CC[C@H](CN1C(CC1=CC=C(C=C1)C1=NC=CC=N1)=O)C(=O)N